ClC1=NC=CC=C1C1(CC1)C(=O)O (2-chloropyridin-3-yl)cyclopropane-1-carboxylic acid